C(C)C1=CC=C(\C=C/2\C(N(C(S2)=O)C/C=C/C(=O)NC2=CC(=C(C(=O)O)C=C2)O)=O)C=C1 4-((E)-4-(5-((Z)-4-ethylbenzylidene)-2,4-dioxothiazolidin-3-yl)but-2-enamido)-2-hydroxybenzoic acid